C1(CC1)C1=CC=C(OC2CCN(CC2)C2=C(C(N(C3=CC=CC=C23)C)=O)C#N)C=C1 4-[4-(4-Cyclopropylphenoxy)piperidin-1-yl]-1-methyl-2-oxo-1,2-dihydroquinoline-3-carbonitrile